C1(=CC=CC=C1)C[Si](OC)(OC)C (phenylmethyl)methyldimethoxysilane